diethanoic anhydride C(C)(=O)OC(C)=O